C(C1=CC=CC=C1)OC(=O)N1CCN(CC1)C=1C2=C(N=CN1)CN(CC2)C(=O)OC(C)(C)C tert-butyl 4-(4-benzyloxycarbonylpiperazin-1-yl)-6,8-dihydro-5H-pyrido[3,4-d]pyrimidine-7-carboxylate